ClC=1C=C(C=CC1F)NC(=O)C=1N(C=C2C(CCCC12)NC(OCC1=NNC=N1)=O)C (1H-1,2,4-Triazol-3-yl)methyl (1-((3-chloro-4-fluorophenyl)carbamoyl)-2-methyl-4,5,6,7-tetrahydro-2H-isoindol-4-yl)carbamate